OCCCC1C[C@H](N(CC1)C(=O)OC(C)(C)C)C tert-butyl (2R)-4-(3-hydroxypropyl)-2-methyl-piperidine-1-carboxylate